2-benzyl-4-oxobutanoate C(C1=CC=CC=C1)C(C(=O)[O-])CC=O